3-(4-chlorophenyl)-5-(difluoromethyl)-1,3,4-oxadiazole ClC1=CC=C(C=C1)N1COC(=N1)C(F)F